7-(1-isopropyl-1H-pyrazol-4-yl)-2-methyl-1H-indole-3-carboxylic acid methyl ester COC(=O)C1=C(NC2=C(C=CC=C12)C=1C=NN(C1)C(C)C)C